FC(OC1=CC=C(C=C1)C1=NC=CC(=N1)C(=O)N)(F)F [4-(trifluoromethoxy)phenyl]pyrimidine-4-carboxamide